5-(2-hydroxyethyl)-3-(hydroxymethyl)-2,4,6-trimethyl-1H-indene OCCC=1C(=C2C(=C(CC2=CC1C)C)CO)C